FC1=CC=C(C(=N1)C)OC1=C(C(=O)NC=2C=C(C=CC2)[S@](=O)(C)=NC([C@@H](C)NC(OC(C)(C)C)=O)=O)C=CC(=C1)C(F)(F)F tert-butyl ((R)-1-(((R)-(3-(2-((6-fluoro-2-methylpyridin-3-yl)oxy)-4-(trifluoromethyl)benzamido)phenyl)(methyl)(oxo)-λ6-sulfaneylidene)amino)-1-oxopropan-2-yl)carbamate